C(C(=O)O)(=O)F.C(C(=O)O)(=O)F.C(C(=O)O)(=O)F.C(C(=O)O)(=O)F.P(O)(O)(O)=O phosphoric acid tetrafluoro-oxalate